(5-(4,4-difluoropiperidine-1-carbonyl)-1H-pyrrolo[2,3-b]pyridin-1-yl)benzonitrile FC1(CCN(CC1)C(=O)C=1C=C2C(=NC1)N(C=C2)C2=C(C#N)C=CC=C2)F